4-methylsulfonylphenyl-phenylacetic acid CS(=O)(=O)C1=CC=C(C=C1)C(C(=O)O)C1=CC=CC=C1